6-{4-Fluoro-2-[(2,2,6,6-tetramethylpiperidin-4-yl)oxy]-1,3-benzothiazol-6-yl}-2,8-dimethylimidazo[1,2-b]pyridazin FC1=CC(=CC2=C1N=C(S2)OC2CC(NC(C2)(C)C)(C)C)C=2C=C(C=1N(N2)C=C(N1)C)C